2-[6-[6-(2,6-diazaspiro[3.3]heptan-2-yl)-3-pyridinyl]-4-fluoro-1-oxo-isoindolin-2-yl]-2-(6,7-dihydro-5H-pyrrolo[1,2-c]imidazol-1-yl)-N-thiazol-2-yl-acetamide trifluoroacetate FC(C(=O)O)(F)F.C1N(CC12CNC2)C2=CC=C(C=N2)C2=CC(=C1CN(C(C1=C2)=O)C(C(=O)NC=2SC=CN2)C2=C1N(C=N2)CCC1)F